(R)-N-(5,5-Difluorotetrahydro-2H-pyran-3-yl)-6-(1H-imidazol-1-yl)-4-methylpicolinamide FC1(C[C@H](COC1)NC(C1=NC(=CC(=C1)C)N1C=NC=C1)=O)F